(3aR,5s,6aS)-N-(6-(2-chloro-5-fluorophenyl)pyridazin-3-yl)-2-(spiro[5.5]undecan-3-yl)octahydrocyclopenta[c]pyrrol-5-amine ClC1=C(C=C(C=C1)F)C1=CC=C(N=N1)NC1C[C@@H]2[C@@H](CN(C2)C2CCC3(CC2)CCCCC3)C1